C(C)(C)(C)C=1C=C(C(=O)O)C=C(C1O)C(C)(C)C 3,5-ditertiary butyl-4-hydroxybenzoic acid